2-(5-fluoro-3-pyridinyl)-8-methyl-pyrazolo[1,5-a][1,3,5]Triazin-4-amine FC=1C=C(C=NC1)C1=NC=2N(C(=N1)N)N=CC2C